CN(C(COC[C@]12C[C@H](N([C@@H]2C1)C(=O)OC(C)(C)C)C(=O)OCC1=CC=CC=C1)=O)C (1R,3S,5S)-3-Benzyl 2-tert-butyl 5-((2-(dimethylamino)-2-oxoethoxy)methyl)-2-azabicyclo[3.1.0]hexane-2,3-dicarboxylate